ClC=1C=C(C=CC1F)NC(=O)C=1N(C=C2C(CCCC12)NC(=O)NCC1=NN(C=N1)C)C N-(3-chloro-4-fluorophenyl)-2-methyl-4-(3-((1-methyl-1H-1,2,4-triazol-3-yl)methyl)ureido)-4,5,6,7-tetrahydro-2H-isoindole-1-carboxamide